NCCN(CCN(CC#N)CC#N)CCN1C(N(CC1)CCNCCN)=O 2,2'-((2-((2-aminoethyl)(2-(3-(2-((2-aminoethyl)amino)ethyl)-2-oxoimidazolidin-1-yl)ethyl)amino)ethyl)azanediyl)diacetonitrile